3-(5-((2R)-1-benzyl-2-methylpiperidin-4-yl)-1-oxoisoindolin-2-yl)piperidine-2,6-dione C(C1=CC=CC=C1)N1[C@@H](CC(CC1)C=1C=C2CN(C(C2=CC1)=O)C1C(NC(CC1)=O)=O)C